O=C1N[C@H]2[C@@H](N1)CSC2CCCCC(=O)NCCCCCCNC(CCSSC2=NC=CC=C2)=O 5-((3aS,6aR)-2-oxohexahydro-1H-thieno[3,4-d]imidazol-4-yl)-N-(6-(3-(pyridin-2-yldisulfanyl)propanamido)hexyl)pentanamide